CO[C@@H]1C[C@H]2CC(CN2C1)=C (2R,7aR)-2-methoxy-6-methylenetetrahydro-1H-pyrrolizine